C1(CCC(N1OC(=O)C1=CC=C(C(SSC2=NC=CC=C2)C)C=C1)=O)=O 4-succinimidyloxycarbonyl-methyl-alpha-(2-pyridyldithio)toluene